BrC1=CC=CC=2C=3N(C(=NC12)Cl)N=C(N3)C3=CC=C(C=C3)Cl 7-bromo-5-chloro-2-(4-chloro-phenyl)[1,2,4]triazolo[1,5-c]quinazoline